C1(=CC=C(C=C1)N(C1=CC=2C(C3=CC=CC=C3C2C=C1)(C)C)C1=CC=C(C=C1)C=1C=CC=2N(C3=CC=CC=C3C2C1)C1=CC=CC=C1)C1=CC=CC=C1 N-(1,1'-biphenyl-4-yl)-9,9-dimethyl-N-[4-(9-phenyl-9H-carbazol-3-yl)phenyl]-9H-fluorene-2-amine